C(C1=CC=CC=C1)N(S(=O)(=O)CCl)CCO N-benzyl-1-chloro-N-(2-hydroxyethyl)methanesulfonamide